benzo-triazol-1-yloxytris(dimethylamino)-phosphonium hexafluorophosphate F[P-](F)(F)(F)(F)F.N1(N=NC2=C1C=CC=C2)O[P+](N(C)C)(N(C)C)N(C)C